Methyl (3S)-3-ethyl-5-fluoro-2-[[(2S)-tetrahydropyran-2-yl]methyl]-3,4-dihydro-1H-isoquinoline-7-carboxylate C(C)[C@@H]1N(CC2=CC(=CC(=C2C1)F)C(=O)OC)C[C@H]1OCCCC1